4-(methylthio)phenyldiazonium tetrafluoroborate F[B-](F)(F)F.CSC1=CC=C(C=C1)[N+]#N